3-bromo-4-[2-(3-cyclopropylpropyl)-2H-1,2,3,4-tetrazol-5-yl]-N-(4-iodophenyl)benzamide BrC=1C=C(C(=O)NC2=CC=C(C=C2)I)C=CC1C=1N=NN(N1)CCCC1CC1